(1r,4r)-4-[({[(9H-fluoren-9-yl)methoxy]carbonyl}amino)methyl]cyclohexane-1-carboxylic acid C1CC(CCC1CNC(=O)OCC2C3=CC=CC=C3C4=CC=CC=C24)C(=O)O